COC1=CC=C(CN(C2=NC=CC(=N2)C2=C(ONC(C3=CC=CC=C3)=O)C=CC=C2)CC2=CC=C(C=C2)OC)C=C1 N-((2-(bis(4-methoxybenzyl)amino)pyrimidin-4-yl)phenoxy)benzamide